ClC1=C(C=CC=2C3=C(NC12)CCN(C3C)C(=O)C3=NC=CC(=N3)OC)Cl (6,7-dichloro-1-methyl-1,3,4,5-tetrahydro-2H-pyrido[4,3-b]indol-2-yl)(4-methoxypyrimidin-2-yl)methanone